BrC=1C=C(OC2C(NC(CC2)=O)=O)C=CC1C 3-(3-bromo-4-methyl-phenoxy)piperidine-2,6-dione